((4-(7-amino-7-benzyl-2-azaspiro[4.4]non-2-yl)pyrimidin-5-yl)oxy)-2-cyclopropyl-5'-fluoro-[1,1'-biphenyl]-4-carbonitrile NC1(CC2(CCN(C2)C2=NC=NC=C2OC=2C(=C(C=CC2C#N)C2=CC=CC(=C2)F)C2CC2)CC1)CC1=CC=CC=C1